1-(3-allyl-methyl-pyridine-2-yl)piperazine C(C=C)C=1C(=NC=CC1C)N1CCNCC1